trans-3-carboxyoxirane-2-carbonyl-L-leucinyl-spermine C(=O)(O)[C@H]1[C@@H](O1)C(=O)N[C@@H](CC(C)C)C(=O)NCCCNCCCCNCCCN